CN(CCN(C1=C(C=C(C(=C1)OC)NC1=NC=CC(=N1)N1CC2(C3=NC=CC=C31)CCC2)NC(C=C)=O)C)C N-(2-((2-(dimethylamino)ethyl)(methyl)amino)-4-methoxy-5-((4-(spiro[cyclobutane-1,3'-pyrrolo[3,2-b]pyridin]-1'(2'H)-yl)pyrimidin-2-yl)amino)phenyl)acrylamide